S(=O)(=O)(OC[C@H]([C@H]([C@@H]([C@H](C(=O)NCCCCCCCCCCCCCCCCCC)O)O)O)O)[O-].[Na+] Sodium (2R,3R,4S,5R)-2,3,4,5-tetrahydroxy-6-(octadecylamino)-6-oxohexyl sulfate